tert-butyl (6aR)-3-chloro-4-fluoro-1-(4-hydroxy-2,2-dimethylpyrrolidin-1-yl)-12-oxo-6a,7,9,10-tetrahydro-12H-pyrazino[2,1-c]pyrido[3,4-f][1,4]oxazepine-8(6H)-carboxylate ClC1=C(C2=C(C(N3[C@@H](CO2)CN(CC3)C(=O)OC(C)(C)C)=O)C(=N1)N1C(CC(C1)O)(C)C)F